ClC1=C2N=C(C=NC2=CC=C1OC=1C=CC2=C(N(C(=N2)C)COCC[Si](C)(C)C)C1)C=1C=NN(C1)CC1CCC(CC1)S(=O)(=O)C 2-[[6-[5-chloro-3-[1-[(4-methylsulfonylcyclohexyl)methyl]pyrazol-4-yl]quinoxalin-6-yl]oxy-2-methyl-benzimidazol-1-yl]methoxy]ethyl-trimethyl-silane